CC1=CN=C(S1)C1=CC=C2C(=NN=C(C2=C1)O)CC1CCOCC1 7-(5-methylthiazol-2-yl)-4-((tetrahydro-2H-pyran-4-yl)methyl)phthalazin-1-ol